N-(2-((S)-1-(2,3-difluorobenzyl)-5-oxopyrrolidin-2-yl)acetyl)-O-methyl-L-threonyl-L-alanine FC1=C(CN2[C@@H](CCC2=O)CC(=O)N[C@@H]([C@H](OC)C)C(=O)N[C@@H](C)C(=O)O)C=CC=C1F